C[C@H]1O[C@@H]([C@H]2[C@@H](O1)C1=CC=CC=C1C2)C (2S,4R,4aS,9bR)-2,4-dimethyl-4,4a,5,9b-tetrahydroindeno[1,2-d][1,3]dioxine